tetraoctyl-phosphonium oleate C(CCCCCCC\C=C/CCCCCCCC)(=O)[O-].C(CCCCCCC)[P+](CCCCCCCC)(CCCCCCCC)CCCCCCCC